(3-bromopropoxy)-2,2'-dimethyl-[1,1'-biphenyl] BrCCCOC=1C(=C(C=CC1)C1=C(C=CC=C1)C)C